phosphoric acid, 2-ethylhexyl ester P(OCC(CCCC)CC)([O-])([O-])=O